CNC(=O)C1=NC2=CC(=CC=C2C=N1)C1=NC=CC(=C1)NC(C=C)=O N-methyl-7-[4-(prop-2-enoylamino)-2-pyridyl]quinazoline-2-carboxamide